OC1=C(C=CC=C1)C1=CC2=C(N=N1)NC1=C2[C@H](N(CC1)C1=NC=C(C(=N1)OCC(=O)OC)C1CCNCC1)C (R)-methyl 2-((2-(3-(2-hydroxyphenyl)-5-methyl-7,8-dihydro-5H-pyrido[3',4':4,5]pyrrolo[2,3-c]pyridazin-6(9H)-yl)-5-(piperidin-4-yl)pyrimidin-4-yl)oxy)acetate